C(C)OC(CC1CN(CC1)C1=C(C=C(C=C1F)C1=NC(=CC(=N1)OCC1CC1)C)F)=O {1-[4-(4-cyclopropylmethoxy-6-methyl-pyrimidin-2-yl)-2,6-difluoro-phenyl]-pyrrolidin-3-yl}-acetic acid ethyl ester